C/C=C(\\C)/C(=O)O[C@@H]1CC[C@@]([C@]2([C@H]1[C@@]([C@@H](C[C@@H]2OC(=O)C)C)(C)C[C@@H](C3=CC(=O)OC3)O)COC(=O)C)(CCl)O The molecule is a diterpene lactone isolated from the whole plants of Ajuga ciliata. It has a role as a neuroprotective agent and a plant metabolite. It is a diterpene lactone, an acetate ester, a butenolide, a carbobicyclic compound, an organochlorine compound and a diol.